tert-butyl (6-cyano-3-methylpyrrolo[1,2-a]pyrazin-7-yl)carbamate C(#N)C1=C(C=C2N1C=C(N=C2)C)NC(OC(C)(C)C)=O